FC(C1=CC=C(C=N1)B(O)O)(F)F 6-(trifluoromethyl)pyridin-3-yl-boronic acid